C(C)O\C(\C)=N\NC(=O)OCC (E)-ethyl 2-(1-ethoxyethylidene)hydrazinecarboxylate